1-(4-isocyanophenyl)ethan-1-one [N+](#[C-])C1=CC=C(C=C1)C(C)=O